ClCC1=CC(=CN=N1)C1C(NC(CC1)=O)=O 3-(6-(Chloromethyl)pyridazin-4-yl)piperidine-2,6-dione